tributyl-(1-methyl-1H-1,2,3-triazol-5-yl)stannane C(CCC)[Sn](C1=CN=NN1C)(CCCC)CCCC